ClC1=NC=CC2=C1N=C(N=C2)NC2=CC=C(C=C2)S(=O)(=O)C 8-chloro-N-(4-(methylsulfonyl)phenyl)pyrido[3,4-d]pyrimidin-2-amine